C(C)OC=1C=C(C=CC1OC(F)F)C=1OC=C(N1)CNC(C1=C(C=CC=C1)OCCO)=O N-[2-(3-ethoxy-4-difluoromethoxyphenyl)oxazol-4-ylmethyl]-2-(2-hydroxyethoxy)benzamide